isobutoxypropyl-dimethyl-chlorosilane C(C(C)C)OCCC[Si](Cl)(C)C